4-(4-Cyanophenyl)-2,5-dioxo-1-(3-(trifluoromethyl)phenyl)-1,2,5,6,7,8-hexahydropyrido[4,3-d]pyrimidin C(#N)C1=CC=C(C=C1)C=1C2=C(N(C(N1)=O)C1=CC(=CC=C1)C(F)(F)F)CCNC2=O